N-(4-(5-(6-(1H-1,2,4-triazol-1-yl)pyridin-3-yl)-4-amino-7-methyl-7H-pyrrolo[2,3-d]pyrimidin-6-yl)phenyl)methacrylamide N1(N=CN=C1)C1=CC=C(C=N1)C1=C(N(C=2N=CN=C(C21)N)C)C2=CC=C(C=C2)NC(C(=C)C)=O